3,7-dimethyl-2,6-octadiene-1-nitrile CC(=CC#N)CCC=C(C)C